2-(4-phenoxyphenyl)-8-(1-propioloylpiperidin-4-yl)-5,6,7,8-tetrahydroimidazo[1,2-b]pyridazine-3-carboxamide O(C1=CC=CC=C1)C1=CC=C(C=C1)C=1N=C2N(NCCC2C2CCN(CC2)C(C#C)=O)C1C(=O)N